N1=NC=CC2=C1N(CC=N2)C(=O)[O-] pyrazino[2,3-c]pyridazine-8-carboxylate